5-(2-chlorophenyl)pyrrolidin-3-yl acetate C(C)(=O)OC1CNC(C1)C1=C(C=CC=C1)Cl